chromium silicon nitrogen [N].[Si].[Cr]